3-methyl-N-{1-oxo-4-[4-(trifluoromethyl)phenyl]phthalazin-2(1H)-yl}-3-phenylbutanamide CC(CC(=O)NN1C(C2=CC=CC=C2C(=N1)C1=CC=C(C=C1)C(F)(F)F)=O)(C)C1=CC=CC=C1